(E)-3-(4-methoxyphenyl)-N-(2-pyridyl)-N-tetrahydrothiophen-3-yl-prop-2-enamide COC1=CC=C(C=C1)/C=C/C(=O)N(C1CSCC1)C1=NC=CC=C1